3-cyclopentyl-acrylonitrile C1(CCCC1)C=CC#N